1-(4-(8-(4-aminophenyl)-1-((4-methoxybenzyl)amino)pyrrolo[1,2-a]pyrazin-6-yl)-3,6-dihydropyridin-1(2H)-yl)-2-methylpropan-1-one NC1=CC=C(C=C1)C=1C=C(N2C1C(=NC=C2)NCC2=CC=C(C=C2)OC)C=2CCN(CC2)C(C(C)C)=O